3-cyclopropyl-1-((3,3-difluoro-1-methylcyclopentyl)methyl)-4-(trifluoromethyl)-1H-pyrazole-5-carboxamide C1(CC1)C1=NN(C(=C1C(F)(F)F)C(=O)N)CC1(CC(CC1)(F)F)C